CN1C=C(C2=CC=CC=C12)C=CCCC1=CC=CC=C1 1-methyl-3-(4-phenylbut-1-en-1-yl)-1H-indole